2-[1-methyl-3-(trifluoromethyl)pyrazol-5-yl]thiophene-5-formaldehyde CN1N=C(C=C1C=1SC(=CC1)C=O)C(F)(F)F